COC=1C(=CC(=C(C1)N1CCC(CC1)N(C)C)C)[N+](=O)[O-] 1-(5-methoxy-2-methyl-4-nitrophenyl)-N,N-dimethylpiperidin-4-amine